C(C)N1CCC2(CCCN(C2)C2=C(C(=CC=C2\C=C(\C2=NC=CC(=N2)C2=CN=NC=C2)/F)OC2=C(C=CC=C2)F)C(F)(F)F)CC1 (Z)-9-Ethyl-2-(6-(2-fluoro-2-(4-(pyridazin-4-yl)pyrimidin-2-yl)vinyl)-3-(2-fluorophenoxy)-2-(trifluoromethyl)phenyl)-2,9-diazaspiro[5.5]undecane